ClC=1C=C(C=CC1)C1=CC=C(S1)[C@H](CC(=O)OCC)NC(=O)NC=1C(N(C=CC1O)C)=O Ethyl (S)-3-(5-(3-Chlorophenyl)thiophen-2-yl)-3-(3-(4-hydroxy-1-methyl-2-oxo-1,2-dihydropyridin-3-yl)ureido)propanoat